4-[2-(1H-indazol-4-yl)-6-[[4-(methylsulfonyl)-piperazin-1-yl]methyl]thieno[3,2-d]pyrimidin-4-yl]morpholine N1N=CC2=C(C=CC=C12)C=1N=C(C2=C(N1)C=C(S2)CN2CCN(CC2)S(=O)(=O)C)N2CCOCC2